7-((2S,3S,4R,5R)-3,4-bis(benzyloxy)-5-((benzyloxy)methyl)tetrahydrofuran-2-yl)-N-cyclopentylimidazo[2,1-f][1,2,4]triazin-4-amine C(C1=CC=CC=C1)O[C@H]1[C@@H](O[C@@H]([C@H]1OCC1=CC=CC=C1)COCC1=CC=CC=C1)C1=CN=C2C(=NC=NN21)NC2CCCC2